FC=1C=C(C=C(C1C)NC1=NC=CC=C1C1=C2N=CN(C2=NC=N1)C1OCCCC1)NC(C1=CC(=NC=C1)C1(CC1)F)=O N-(3-fluoro-4-methyl-5-((3-(9-(tetrahydro-2H-pyran-2-yl)-9H-purin-6-yl)pyridin-2-yl)amino)phenyl)-2-(1-fluorocyclopropyl)isonicotinamide